carbazoledisulfonate C=1(C(=CC=C2C3=CC=CC=C3NC12)S(=O)(=O)[O-])S(=O)(=O)[O-]